C(C)(=O)OC=1C=C2C(=NC=NC2=CC1OC)Cl (4-chloro-7-methoxy-quinazolin-6-yl) acetate